N1(CCCC2=CC=CC=C12)CCC(=O)N1CCC(CC1)O 3-(3,4-dihydroquinolin-1(2H)-yl)-1-(4-hydroxypiperidin-1-yl)propan-1-one